2-fluoro-4-mercaptoaniline imidazo[4,5-c]pyridine-4-carboxylate N1C=NC=2C(=NC=CC21)C(=O)O.FC2=C(N)C=CC(=C2)S